COC1=CC=C(C=C1)C1=NN2C(=NC=3C=CC=CC3C2=N1)NC=1C(N=CCN(C1)C)=O (6R)-6-{[2-(4-methoxyphenyl)[1,2,4]triazolo[1,5-c]quinazolin-5-yl]amino}-1-methyl-1,4-diazepin-5-one